5-Chloro-2-(4-fluoro-2-methoxy-6-methyl-phenyl)-1-methyl-imidazo[4,5-b]pyrazine ClC=1N=C2C(=NC1)N(C(=N2)C2=C(C=C(C=C2C)F)OC)C